ethyl (7R)-2-[4-(2,5-difluorophenoxy)phenyl]-7-[4-(2-nitrobenzene-1-sulfonyl)piperazin-1-yl]-4,5,6,7-tetrahydro-2H-pyrazolo[4,3-b]pyridine-3-carboxylate FC1=C(OC2=CC=C(C=C2)N2N=C3C(NCC[C@H]3N3CCN(CC3)S(=O)(=O)C3=C(C=CC=C3)[N+](=O)[O-])=C2C(=O)OCC)C=C(C=C1)F